BrC1=C(C=C2C(=C(C(=NC2=C1OC)OC)C#N)N1[C@H](CN(CC1)C(=O)OC(C)(C)C)C)Cl (S)-tert-butyl 4-(7-bromo-6-chloro-3-cyano-2,8-dimethoxyquinolin-4-yl)-3-methylpiperazine-1-carboxylate